SOC(C[N+](C)(C)C)=P(=O)CCOC(C(=C)C)=O sulfhydryl-methacryloyloxyethyl-phosphorylcholine